3-bromo-5-[(3R)-pyrrolidin-3-yl]-4,5-dihydroisoxazole BrC1=NOC(C1)[C@H]1CNCC1